4-((2S,5R)-2,5-dimethylpiperazin-1-yl)-1-(2-isopropyl-4-methylpyridin-3-yl)-2-oxo-7-(piperidin-1-yl)-1,2-dihydropyrido[2,3-d]pyrimidine-6-carbonitrile C[C@@H]1N(C[C@H](NC1)C)C=1C2=C(N(C(N1)=O)C=1C(=NC=CC1C)C(C)C)N=C(C(=C2)C#N)N2CCCCC2